ClC1=C2C(=C(N=N1)Cl)N(CC2(C(F)(F)F)C)C(=O)OC(C)(C)C tert-butyl 4,7-dichloro-3-methyl-3-(trifluoromethyl)-2,3-dihydro-1H-pyrrolo[2,3-d]pyridazine-1-carboxylate